N1=CC(=CC2=CC=CC=C12)C=1C=C(C(=NC1)C(=O)NCC(=O)O)O {[5-(3-quinolinyl)-3-hydroxypyridine-2-carbonyl]amino}acetic acid